ethyl (2Z,4E,6Z,10E)-7,11,15-trimethylhexadeca-2,4,6,10,14-pentaenoate C/C(=C/C=C/C=C\C(=O)OCC)/CC\C=C(\CCC=C(C)C)/C